rel-1,1-dimethylethyl (3R,5S)-3,5-dimethyl-4-oxo-1-piperidinecarboxylate C[C@@H]1CN(C[C@@H](C1=O)C)C(=O)OC(C)(C)C |o1:1,5|